[2H][C@@](C(=O)O)(C([2H])([2H])C([2H])(C([2H])([2H])[2H])C([2H])([2H])[2H])N L-Leucine-d10